5-amino-2-[[(2R)-4,4-difluoropyrrolidin-2-yl]methyl]-8-(2,6-dimethyl-4-pyridyl)-7-phenyl-[1,2,4]triazolo[4,3-c]pyrimidin-3-one NC1=NC(=C(C=2N1C(N(N2)C[C@@H]2NCC(C2)(F)F)=O)C2=CC(=NC(=C2)C)C)C2=CC=CC=C2